C1=NC2=C(N1[C@H]3[C@@H]([C@@H]([C@H](O3)COP(=O)([O-])[O-])O)O)N=C(NC2=O)N The molecule is a nucleoside 5'-monophosphate(2-) that results from the removal of two protons from the phosphate group of GMP. It has a role as a human metabolite and a Saccharomyces cerevisiae metabolite. It is a conjugate base of a guanosine 5'-monophosphate.